tert-butyl ((1S,2S,5S)-1'-(3-(3,4-dihydro-1,5-naphthyridin-1(2H)-yl)-1H-pyrazolo[3,4-b]pyrazin-6-yl)spiro[bicyclo[3.1.0]hexane-3,4'-piperidin]-2-yl)carbamate N1(CCCC2=NC=CC=C12)C1=NNC2=NC(=CN=C21)N2CCC1(CC2)[C@H]([C@H]2C[C@H]2C1)NC(OC(C)(C)C)=O